C(CCCCCCCCCCC)[S-] dodecanethiolate